(1R,3S)-3-(3-{[(5-meth-ylpyrazin-2-yl)acetyl]-amino}-1H-pyrazol-5-yl)-cyclopentyl tert-butyl-carbamate C(C)(C)(C)NC(O[C@H]1C[C@H](CC1)C1=CC(=NN1)NC(CC1=NC=C(N=C1)C)=O)=O